3-((1H-Benzo[d]imidazol-6-yl)oxymethyl)benzonitrile N1C=NC2=C1C=C(C=C2)OCC=2C=C(C#N)C=CC2